N-(1,2-dimyristoyloxypropan-3-yl)-N,N-dimethyl-N-hydroxyethylammonium bromide [Br-].C(CCCCCCCCCCCCC)(=O)OCC(C[N+](CCO)(C)C)OC(CCCCCCCCCCCCC)=O